1,4-dioxa-8-azaspiro[4.5]Decane O1CCOC12CCNCC2